FC=1C(=C(OC2=NC=C(C(=C2C2=CC(C3=C(N2)CCCS3(=O)=O)=O)C)C(F)(F)F)C=CC1F)C 6-(2-(3,4-Difluoro-2-methylphenoxy)-4-methyl-5-(trifluoromethyl)pyridin-3-yl)-3,4-dihydro-2H-thiopyrano[3,2-b]pyridin-8(5H)-one 1,1-dioxide